NC1=NC=C(C(=C1Cl)C#CC1=NNC2=NC(=C(N=C21)CO)N2CCC1([C@@H]([C@@H](OC1)C)N)CC2)Cl (3-((2-amino-3,5-dichloropyridin-4-yl)ethynyl)-6-((3S,4S)-4-amino-3-methyl-2-oxa-8-azaspiro[4.5]decan-8-yl)-1H-pyrazolo[3,4-b]pyrazin-5-yl)methanol